4-chloro-3-iodo-1H-pyrazolo[3,4-d]pyrimidin-6-yl-amine ClC1=C2C(=NC(=N1)N)NN=C2I